[2-[2-(methylamino)phenyl]phenyl]-methylsulfonyloxy-palladium CNC1=C(C=CC=C1)C1=C(C=CC=C1)[Pd]OS(=O)(=O)C